CCCCCCCCCCCCCC(=O)NCC(=O)[O-] The molecule is an N-acylglycinate that is the conjugate base of N-myristoylglycine, obtained by deprotonation of the carboxy group; major species at pH 7.3. It is a N-acylglycinate and a N-(fatty acyl)-glycine(1-). It derives from a tetradecanoate. It is a conjugate base of a N-myristoylglycine.